[2-(trimethylsilyl)ethoxy]methyl-imidazole C[Si](CCOCC=1NC=CN1)(C)C